ethyl 4-((cyclopropylmethyl)amino)-1-(tetrahydro-2H-pyran-2-yl)-1H-pyrazole-3-carboxylate C1(CC1)CNC=1C(=NN(C1)C1OCCCC1)C(=O)OCC